CC1=C(C=CC(=C1)C)C1CC=2C=NN(C(C2CC1)=O)C1=NC=CC=C1OC 6-(2,4-Dimethylphenyl)-2-(3-methoxypyridin-2-yl)-5,6,7,8-tetrahydrophthalazin-1(2H)-one